Tert-butyl 4-(2-(4-(9-benzyl-6-(1-ethylcyclopropoxy)-9H-purin-8-yl)-3-chlorophenoxy)ethyl)piperazine-1-carboxylate C(C1=CC=CC=C1)N1C2=NC=NC(=C2N=C1C1=C(C=C(OCCN2CCN(CC2)C(=O)OC(C)(C)C)C=C1)Cl)OC1(CC1)CC